O1CC(C(C(C1)O)O)O tetrahydropyran-3,4,5-triol